C(C)(C)N1N=C(C=C1)C#CC1=NC=CC(=C1)OC1=C(N=NN1)C(=O)O 5-((2-((1-isopropyl-1H-pyrazol-3-yl)ethynyl)pyridin-4-yl)oxy)-1H-1,2,3-triazole-4-carboxylic acid